5-{2-[(3-methyl-4-phenylphenyl)oxy]-5-[(2-nitrophenyl)amino]phenyl}-1H-pyrrole-3-carboxylic acid CC=1C=C(C=CC1C1=CC=CC=C1)OC1=C(C=C(C=C1)NC1=C(C=CC=C1)[N+](=O)[O-])C1=CC(=CN1)C(=O)O